CC1COCCN1 5-methylmorpholine